(S)-1-butyl-3-(3-chloro-4-fluorophenyl)-1-((1-methoxyisoquinolin-4-yl)methyl)urea C(CCC)N(C(=O)NC1=CC(=C(C=C1)F)Cl)CC1=CN=C(C2=CC=CC=C12)OC